FC1=C(CNC(=O)N2CC3CNCC3C2)C(=CC=C1)F N-(2,6-difluorobenzyl)hexahydropyrrolo[3,4-c]pyrrole-2(1H)-carboxamide